BrC1=C2C=3C(C(N4C(C3C=C1)=NC1=C4C=CC=C1)=O)=CC=C2Br 3,4-dibromo-7H-benzo[de]benzo[4,5]imidazo[2,1-a]isoquinolin-7-one